ethyl-N,N-dimethylpyrimidin-2-amine C(C)C1=NC(=NC=C1)N(C)C